(2-fluorophenyl)sulfone FC1=C(C=CC=C1)S(=O)(=O)C1=C(C=CC=C1)F